ClC=1C=C(OCCO)C=CC1C=1N(C2=NC=NC(=C2N1)OC1(CC1)C)CC1=NC=CC(=C1)Cl 2-(3-chloro-4-(9-((4-chloropyridin-2-yl)methyl)-6-(1-methylcyclopropoxy)-9H-purin-8-yl)phenoxy)ethan-1-ol